4-morpholino-N-(oxetan-3-yl)-2-(4-(m-tolyl)-1H-pyrazol-1-yl)furo[3,2-d]pyrimidine-6-carboxamide O1CCN(CC1)C=1C2=C(N=C(N1)N1N=CC(=C1)C=1C=C(C=CC1)C)C=C(O2)C(=O)NC2COC2